ethylpyridine 1-oxide C(C)C1=[N+](C=CC=C1)[O-]